octyl-dimethyl-silicon C(CCCCCCC)[Si](C)C